ClC1(C(CC12CN(C(C2)C(=O)O)C(=O)O)=O)Cl 1,1-dichloro-2-oxo-6-azaspiro[3.4]octane-6,7-dicarboxylic acid